C[C@H]1[C@H]([C@H]([C@@H]([C@H](O1)OC[C@@H]2[C@H]([C@@H]([C@H]([C@H](O2)O)NC(=O)C)O)O)O)O)O The molecule is an amino disaccharide that is 2-acetamido-alpha-D-glucopyranose in which the hydroxy group at position 6 has been converted into the corresponding beta-L-fucopyranoside. It is an amino disaccharide, a member of acetamides, a beta-L-fucoside and a glucosamine oligosaccharide. It derives from a N-acetyl-alpha-D-glucosamine.